1-hydroxypyrazole-4-carbaldehyde ON1N=CC(=C1)C=O